4-bromo-2-[[4-(trifluoromethyl)phenyl]methoxy]pyrimidine BrC1=NC(=NC=C1)OCC1=CC=C(C=C1)C(F)(F)F